N-amyl nitrate CCCCCO[N+](=O)[O-]